N-tert-butyl-6-(2,2,2-trifluoroethoxy)-3-(trifluoromethyl)-1,2,3,4-tetrahydro-1,7-naphthyridin-8-amine C(C)(C)(C)NC=1N=C(C=C2CC(CNC12)C(F)(F)F)OCC(F)(F)F